N1=NN=NC1=S tetrazolethione